FC12CC(C(C3=C(C(N1C)=O)C=CC=C3O)C2)=O fluoro-7-hydroxy-2-methyl-3,4-dihydro-3,6-methanobenzo[c]azocine-1,5(2H,6H)-dione